ethyl 4-amino-2-oxo-7-(trifluoromethyl)-1,2-dihydroquinoline-3-carboxylate NC1=C(C(NC2=CC(=CC=C12)C(F)(F)F)=O)C(=O)OCC